C(C)C(C[Ti]CC(CCCC)CC)CCCC bis(2-ethylhexyl)titanium